C1[C@@H]2N(CCN1)CC[C@@H]2O (8s,8as)-octahydropyrrolo[1,2-a]pyrazin-8-ol